N-(bicyclo[2.2.1]hept-5-en-2-ylmethyl)-N-(1H-pyrazol-5-yl)-2-(p-tolyloxy)acetamide C12C(CC(C=C1)C2)CN(C(COC2=CC=C(C=C2)C)=O)C2=CC=NN2